1-(furan-2-yl)propane-1-one O1C(=CC=C1)C(CC)=O